4-isopropyl-2-((1S*,2R*)-2-methylcyclopentyl)isoquinolin-1(2H)-one C(C)(C)C1=CN(C(C2=CC=CC=C12)=O)[C@@H]1[C@@H](CCC1)C |o1:14,15|